COC(=O)C1=C(N=CN(C1=O)C1=C(C=C(C=C1Cl)F)N)N(CC1=CC=C(C=C1)OC)CC1=CC=C(C=C1)OC.C1(=CC=CC=C1)NC(CCN1N=NC2=C1C=CC=C2)=O N-phenyl-3-(benzotriazol-1-yl)propionamide methyl-1-(2-amino-6-chloro-4-fluorophenyl)-4-(bis(4-methoxybenzyl)amino)-6-oxo-1,6-dihydropyrimidine-5-carboxylate